COC1=C(C=CC=C1)\C=N\N1C([C@@H]2CC3=C(NC=4C=CC=CC34)[C@@H](N2C(C1)=O)C)=O (6S,12aS)-2-((E)-(2-methoxyphenyl)methyleneamino)-6-methyl-2,3,12,12a-tetrahydropyrazino[1',2':1,6]pyrido[3,4-b]indole-1,4(6H,7H)dione